C(C)(C)(C)OC(=O)N1C[C@H](CC1)N1N=CC(=C1)C1=C(C2=C(C(=N1)OS(=O)(=O)C(F)(F)F)C=CS2)C2=C(C=C(C=C2OC(C)C)F)F (3S)-3-(4-(7-(2,4-difluoro-6-isopropoxyphenyl)-4-(((trifluoromethyl)sulfonyl)oxy)thieno[3,2-c]pyridin-6-yl)-1H-pyrazol-1-yl)pyrrolidine-1-carboxylic acid tert-butyl ester